ClC1=CNC2=C(C=CC=C12)C=1[C@H](N(C[C@@H](C1)C)C)CO ((2S,5R)-3-(3-chloro-1H-indol-7-yl)-1,5-dimethyl-1,2,5,6-tetrahydropyridin-2-yl)methanol